1-chloro-4-(methoxymethyl)-2-nitrobenzene ClC1=C(C=C(C=C1)COC)[N+](=O)[O-]